C(=O)(OCC1=CC=CC=C1)N1CC(CCC1)C(C)=O N-Cbz-3-acetyl-piperidine